CS(=O)(=O)C1=NC=CC(=N1)OC1CCN(CC1)C(=O)OC(C)(C)C tert-butyl 4-((2-(methylsulfonyl)pyrimidin-4-yl)oxy)piperidine-1-carboxylate